(+)-sulfate S(=O)(=O)([O-])[O-]